N-CYCLOPENTYL-2-(4-FORMYLPHENOXY)ACETAMIDE C1(CCCC1)NC(COC1=CC=C(C=C1)C=O)=O